ClC1=CC=C(C=C1)C1=CC(=NC(=N1)C=1C=NC=CC1)NC(CO)C(C)C 2-((6-(4-chlorophenyl)-2-(pyridin-3-yl)pyrimidin-4-yl)amino)-3-methylbutan-1-ol